C(CCC)N1C(C2=CN=CC=C2C(=C1)C1=CC(=C(C=C1)OC1CCNCC1)Cl)=O 2-butyl-4-(3-chloro-4-(piperidin-4-yloxy)phenyl)-2,7-naphthyridine-1(2H)-one